2-benzyl-2-isopropylmalonic acid potassium sodium salt [Na+].[K+].C(C1=CC=CC=C1)C(C(=O)[O-])(C(=O)[O-])C(C)C